(2r,4r)-4-((3-(2-chlorophenyl)-5-cyclopropylisoxazol-4-yl)methoxy)-2-methylpiperidine-1-carboxylic acid tert-butyl ester C(C)(C)(C)OC(=O)N1[C@@H](C[C@@H](CC1)OCC=1C(=NOC1C1CC1)C1=C(C=CC=C1)Cl)C